6H-pyrimido[2,1-b][1,3]oxazocin-2-one N=1C(C=CN2C1OC=CC=CC2)=O